(1R,2S,3R,5R)-3-(4-Amino-5-(4-benzylthiazol-2-yl)-2-chloro-7H-pyrrolo[2,3-d]pyrimidin-7-yl)-5-(((3-(phenethylamino)propyl)amino)methyl)cyclopentane-1,2-diol NC=1C2=C(N=C(N1)Cl)N(C=C2C=2SC=C(N2)CC2=CC=CC=C2)[C@H]2[C@@H]([C@@H]([C@H](C2)CNCCCNCCC2=CC=CC=C2)O)O